OC=1C=C(C=CC1)C=1SC(=CN1)C(=O)NC1=CC=CC=C1 2-(3-hydroxyphenyl)-N-phenylthiazole-5-carboxamide